C(C)(C)(C)OC(=O)N1CCC2=CC(=CC=C12)N.CC=1N=C(SC1C1=CC=CC=C1)[C@H]1[C@@H](C1)C1=CC=C(C=C1)S(=O)(=O)N 4-[(1R,2R)-2-(4-methyl-5-phenyl-1,3-thiazol-2-yl)cyclopropyl]benzenesulfonamide tert-butyl-5-aminoindoline-1-carboxylate